silver ammonium phosphate salt P(=O)([O-])([O-])[O-].[NH4+].[Ag+2]